4-Chloro-N-(1-((1-methyl-1H-pyrazol-4-yl)sulfonyl)piperidin-4-yl)-5-(trifluoromethyl)pyrimidin-2-amine ClC1=NC(=NC=C1C(F)(F)F)NC1CCN(CC1)S(=O)(=O)C=1C=NN(C1)C